COC1=C(C=C2C(=N1)C(OC2)=O)C2CCN(CC2)C(=O)OC(C)(C)C tert-butyl 4-(2-methoxy-7-oxo-5,7-dihydrofuro[3,4-b]pyridin-3-yl)piperidine-1-carboxylate